titanium tetra-N-propoxide [O-]CCC.[O-]CCC.[O-]CCC.[O-]CCC.[Ti+4]